C1=C2C=3C=C4C(=CC3NC2=CC=C1)NC=1C=CC=CC14 5,7-dihydroindolo-[2,3-b]carbazole